O.Cl.N[C@@H](CCCCN)C(=O)O L-Lysine monohydrochloride monohydrate